6-amino-2-(3-(dimethylamino)azetidin-1-yl)-3-nitrobenzonitrile NC1=CC=C(C(=C1C#N)N1CC(C1)N(C)C)[N+](=O)[O-]